4-chlorosulfonyl-1-methyl-pyrrole-2-carboxylic acid ClS(=O)(=O)C=1C=C(N(C1)C)C(=O)O